C(C)C=1C(=C(N(C1C(C(=O)NCC(C)(C)O)=O)C)C)C(=O)NC1=CC(=C(C=C1)F)C 4-ethyl-N-(4-fluoro-3-methylphenyl)-5-(2-((2-hydroxy-2-methylpropyl)amino)-2-oxoacetyl)-1,2-dimethyl-1H-pyrrole-3-carboxamide